2-((5-bromo-2-ethyl-6-fluoropyrazolo[1,5-a]pyridin-3-yl)(methyl)amino)-4-(4-fluorophenyl)thiazole-5-carbonitrile BrC1=CC=2N(C=C1F)N=C(C2N(C=2SC(=C(N2)C2=CC=C(C=C2)F)C#N)C)CC